[Br-].CC1C[N+]2(CC1)CCCC2 2-methyl-5-azoniaspiro[4.4]nonane bromide